C(C)(C)OC1=C(C(=O)NC(C)C2=CC(=CC=C2)C=2SC=CN2)C=C(C=C1)[N+](=O)[O-] 2-Isopropoxy-5-nitro-N-(1-(3-(thiazol-2-yl)phenyl)ethyl)benzamide